(S)-2-(4-(6-((4-cyanobenzyl)oxy)-5-fluoropyridin-2-yl)-2-fluorobenzyl)-1-(oxetan-2-ylmethyl)-1H-thieno[2,3-d]imidazole-5-carboxylic acid C(#N)C1=CC=C(COC2=C(C=CC(=N2)C2=CC(=C(CC=3N(C4=C(N3)SC(=C4)C(=O)O)C[C@H]4OCC4)C=C2)F)F)C=C1